C1(CC1)C=1C2=C(C(NC1)=O)NC=C2 4-cyclopropyl-1,6-dihydropyrrolo[2,3-c]pyridin-7-one